ClC1=CC=C2C=CN(C2=C1)C(C(C)(C)C)=O (6-chloroindol-1-yl)-2,2-dimethyl-propan-1-one